(R)-4-(4-((1-(3-(difluoromethyl)-2-fluorophenyl)ethyl)amino)-7-(dimethylamino)-2-methylpyrido[2,3-d]pyrimidin-6-yl)tetrahydro-2H-thiopyran 1,1-dioxide FC(C=1C(=C(C=CC1)[C@@H](C)NC=1C2=C(N=C(N1)C)N=C(C(=C2)C2CCS(CC2)(=O)=O)N(C)C)F)F